O1C(CCCC1)O[C@@H]1[C@H](CCC1)N (1S,2S)-2-((tetrahydro-2H-pyran-2-yl)oxy)cyclopentan-1-amine